C(C)C=1C=C(C=CC1)C=C(C=CC(=O)O)C 5-(3-ethylphenyl)-4-methylpentane-2,4-dienoic acid